CC=1C(=C(C=CC1)NC1=CC=C(C=C1)C1=CC=C(C=2C1=NSN2)C=C(C#N)C#N)C 2-((7-(4-(dimethylphenylamino)phenyl)benzo[C][1,2,5]thiadiazol-4-yl)methylene)malononitrile